8-cyclopentyl-6-(2-hydroxyethyl)-2-{[1-(prop-2-ylsulfonyl)piperidin-4-yl]amino}pyrido[2,3-d]pyrimidin-7(8H)-one C1(CCCC1)N1C(C(=CC2=C1N=C(N=C2)NC2CCN(CC2)S(=O)(=O)C(C)C)CCO)=O